C(C)N(C(C1=CC=C(C=C1)C=1N=C(C2=C(N1)C=CS2)NCCCN2CCCCC2)=O)CC N,N-diethyl-4-(4-((3-(piperidin-1-yl)propyl)amino)thieno[3,2-d]pyrimidin-2-yl)benzamide